(R)-1-(p-tolyl)ethane-1,2-diol C1(=CC=C(C=C1)[C@H](CO)O)C